C(C=C)(=O)N1CC(CC1)C=1C=C(N2C=NC=CC21)C2=CC(=C(C(=O)NC1=NC=CC(=C1)OC)C=C2)F 4-(5-(1-propenoylpyrrolidin-3-yl)pyrrolo[1,2-c]pyrimidin-7-yl)-2-fluoro-N-(4-methoxypyridin-2-yl)benzamide